ClC1=C(C=C(C=C1NC1=NC=2N(C(=N1)NC1CC1)N=CC2C#N)C#N)N2[C@H](CN(CC2)C2CCN(CC2)C(=O)OC)C Methyl 4-[(3S)-4-(2-chloro-5-cyano-3-{[8-cyano-4-(cyclopropylamino)pyrazolo[1,5-a][1,3,5]triazin-2-yl]amino}phenyl)-3-methylpiperazin-1-yl]piperidine-1-carboxylate